Methyl (S)-2-(chloromethyl)-1-(oxetan-2-ylmethyl)-1H-imidazolo[4,5-b]pyridine-6-carboxylate ClCC=1N(C=2C(=NC=C(C2)C(=O)OC)N1)C[C@H]1OCC1